(S)-1,2-propanediamine dihydrochloride Cl.Cl.C([C@H](C)N)N